C[C@H]1[C@H]([C@H]([C@@H]([C@@H](O1)O[C@@H]2[C@H]([C@@H](O[C@@H]([C@H]2O[C@H]3[C@@H]([C@H]([C@H]([C@H](O3)CO)O)O)O[C@H]4[C@H]([C@@H]([C@@H]([C@@H](O4)C)O)O)O)CO)O)NC(=O)C)O)O)O The molecule is a branched amino tetrasaccharide consisting of N-acetyl-beta-D-glucosamine at the reducing end having an alpha-L-fucosyl residue attached at the 3-position and an alpha-L-fucosyl-(1->2)-beta-D-galactosyl moiety attached at the 4-position. A cancer-associated tetrasaccharide antigen which constitutes the core structure recognised by therapeutic antibody BR96. Conformational restriction around the GlcNAc residue is a key feature of its structure. It has a role as an antigen and an epitope.